chloro-m-trifluoromethyl-acetophenone ClCC(=O)C1=CC(=CC=C1)C(F)(F)F